1,2-Distearylpropylamine C(CCCCCCCCCCCCCCCCC)C(C(C)CCCCCCCCCCCCCCCCCC)N